5-chloro-6-(1-(1-ethoxyethyl)-1H-pyrazol-4-yl)-[1,2,4]triazolo[1,5-a]pyridin-2-amine ClC1=C(C=CC=2N1N=C(N2)N)C=2C=NN(C2)C(C)OCC